COC(=O)C1=CC2=C(S1)C=C(C(=C2)F)[N+](=O)[O-].ClC2=CC=C(C=C2)C=2NC1=C(N2)C=CC=C1 2-(4'-chlorophenyl)benzimidazole Methyl-5-fluoro-6-nitrobenzo[b]thiophene-2-carboxylate